(R)-2-cyclopropyl-2-((9-ethyl-6-(((3RS,4RS)-4-fluoropyrrolidin-3-yl)amino)-9H-purin-2-yl)amino)ethan-1-ol hydrochloride Cl.C1(CC1)[C@H](CO)NC1=NC(=C2N=CN(C2=N1)CC)N[C@@H]1CNC[C@H]1F |&1:20,24|